C(C)(C)(C)C(CCC(=O)OOCCCC)(C)C(C)(C)C n-butyl 4,4-di-tert-butylperoxypentanoate